C(C)OC(C#CCCCCCC(=O)OC)OCC methyl 9,9-diethoxy-7-nonynoate